2-(di(tert-butoxycarbonyl)amino)acrylic acid C(C)(C)(C)OC(=O)N(C(C(=O)O)=C)C(=O)OC(C)(C)C